C(#N)C1=CC=2N(N=C1)C(=CC2)C2=NC=C(C(=O)NC[C@H](C(C)(C)O)F)C(=C2)NC2CCC(CC2)N2N=NC(=C2)C2CC2 6-(3-cyanopyrrolo[1,2-b]pyridazin-7-yl)-4-(((1r,4R)-4-(4-cyclopropyl-1H-1,2,3-triazol-1-yl)cyclohexyl)amino)-N-((R)-2-fluoro-3-hydroxy-3-methylbutyl)nicotinamide